C1(CC1)C=1C(=NON1)C(=O)N[C@H](C=1N=C2N(N=CC(=C2)C[C@@H]2C(NCCC2)=O)C1)C1CCC(CC1)(F)F |o1:21| 4-Cyclopropyl-N-[(S)-(4,4-difluorocyclohexyl)-[7-[[(3R*)-2-oxo-3-piperidyl]methyl]imidazo[1,2-b]pyridazin-2-yl]methyl]-1,2,5-oxadiazole-3-carboxamide